OC1CCN(CC1)CC1=CC2=C(N=C(N=C2NC=2N=CN(C2)C2=CC(=C(C(=C2)OC)OC)OC)N2[C@@H](CCC2)C(=O)N)S1 (S)-1-(6-((4-hydroxypiperidin-1-yl)methyl)-4-((1-(3,4,5-trimethoxyphenyl)-1H-imidazol-4-yl)amino)thieno[2,3-d]pyrimidin-2-yl)pyrrolidine-2-carboxamide